6-(hydroxymethyl)-1-{[2-(trimethylsilyl)ethoxy]methyl}-3H-pyrimidine-2,4-dione OCC1=CC(NC(N1COCC[Si](C)(C)C)=O)=O